ClC1=NC2=C(N1C)C=CC=C2F 2-chloro-4-fluoro-1-methyl-1H-1,3-benzodiazole